Copper-Potassium Iodide tert-butyl-4-[5-[6-(3-amino-2,6-difluoro-phenoxy)-4-oxo-quinazolin-3-yl]pyrimidin-2-yl]piperazine-1-carboxylate C(C)(C)(C)OC(=O)N1CCN(CC1)C1=NC=C(C=N1)N1C=NC2=CC=C(C=C2C1=O)OC1=C(C(=CC=C1F)N)F.[I-].[K+].[Cu+2].[I-].[I-]